CN(C=1C=C(C=CC1OC)CO)C (3-(Dimethylamino)-4-methoxyphenyl)methanol